ClC1=C(C=C(C(=O)NCC2=CC(=C(C=C2)F)F)C(=C1)F)C(=O)NC1=NC=C(N=C1)OC1=CC=CC=C1 4-chloro-N1-(3,4-difluorobenzyl)-6-fluoro-N3-(5-phenoxypyrazin-2-yl)isophthalamide